2-(2-methoxybenzoyl)-2,3,4,9-tetrahydro-1H-β-carboline COC1=C(C(=O)N2CC=3NC4=CC=CC=C4C3CC2)C=CC=C1